N3-(4-tert-butylphenyl)-N3-[2-(cyclohexylamino)-2-oxo-1-(3-pyridyl)ethyl]-1,2,5-thiadiazole-3,4-dicarboxamide C(C)(C)(C)C1=CC=C(C=C1)N(C(=O)C1=NSN=C1C(=O)N)C(C(=O)NC1CCCCC1)C=1C=NC=CC1